diammonium hydroiodide I.[NH4+].[NH4+]